diphenylmethane-4,4'-dicarboxylic acid C1=CC(=CC=C1CC2=CC=C(C=C2)C(=O)O)C(=O)O